5-(benzyloxy)-1-methyl-2,3-dihydro-1,8-naphthyridin-4(1H)-one C(C1=CC=CC=C1)OC1=C2C(CCN(C2=NC=C1)C)=O